C(C)(C)(C)OC(=O)N1[C@@](C[C@@H](C1=O)CC1=CC(=CC(=C1)OC)OC)(C(=O)O)CC1=CC=CC=C1 2-benzyl-(2R,4S)-4-(3,5-dimethoxybenzyl)-5-oxopyrrolidine-1,2-dicarboxylic acid 1-(tert-butyl) ester